1-{5-[(1,2-Dimethylpiperidin-4-yl)(methyl)amino][1,3]thiazolo[5,4-d][1,3]thiazol-2-yl}-1H-pyrrolo[2,3-b]pyridin-6-ol CN1C(CC(CC1)N(C=1SC2=C(N1)SC(=N2)N2C=CC=1C2=NC(=CC1)O)C)C